C(C1=CC=CC=C1)OC(NC12CC(C1)(C2)C(F)F)=O 3-(difluoromethyl)bicyclo[1.1.1]pentan-1-ylcarbamic acid benzyl ester